C(CCCCCC)C(C(=O)O)CCCCCCCCCC heptyldodecanoic acid